6-bromo-4-(3-iodophenyl)-5-oxohexanenitrile BrCC(C(CCC#N)C1=CC(=CC=C1)I)=O